ClC=1C(N(N=CC1)CC(=O)C1=CC=C(C=C1)Cl)=O 4-chloro-2-(2-(4-chlorophenyl)-2-oxoethyl)pyridazin-3(2H)-one